(2-(4-((6-methoxypyridin-3-yl)oxy)piperidin-1-yl)-3-methyl-5,7-dihydro-6H-pyrrolo[3,4-b]pyridin-6-yl)(1-methylcyclopentyl)methanone COC1=CC=C(C=N1)OC1CCN(CC1)C1=C(C=C2C(=N1)CN(C2)C(=O)C2(CCCC2)C)C